7-(bromomethyl)-3-(2,2,2-trifluoroethyl)quinoxalin-2(1H)-one BrCC1=CC=C2N=C(C(NC2=C1)=O)CC(F)(F)F